C(CC=CCCCCCCCCC=CCCCC)O 3,13-octadecadiene-1-ol